ClC1=NC=CC(=C1C=1OC=NN1)C1=C(C=CC=C1)F 2-(2-chloro-4-(2-fluorophenyl)pyridin-3-yl)-1,3,4-oxadiazole